tert-butyl {(1S,3R)-3-[methoxy(methyl)carbamoyl]cyclohexyl}carbamate CON(C(=O)[C@H]1C[C@H](CCC1)NC(OC(C)(C)C)=O)C